C(C)C=1N=C2N(C(C1C1=C(C=CC=C1)NC(C=C)=O)=O)C1=C(N2CC(NC2=CC=C(C=C2)C(F)(F)F)=O)C(=CC=C1)OC N-(2-(2-Ethyl-9-methoxy-4-oxo-10-(2-oxo-2-((4-(trifluoromethyl)phenyl)amino)ethyl)-4,10-dihydrobenzo[4,5]imidazo[1,2-a]pyrimidin-3-yl)phenyl)acrylamide